2,N-dicyclohexyl-2-{2-[3-(1H-tetrazol-5-yl)-phenyl]-benzimidazol-1-yl}-acetamide hydrochloride Cl.C1(CCCCC1)C(C(=O)NC1CCCCC1)N1C(=NC2=C1C=CC=C2)C2=CC(=CC=C2)C2=NN=NN2